((2-(3,7-dimethylocta-2,6-dien-1-yl)-5-(2-methyloctan-2-yl)-1,3-phenylene)bis(oxy))bis(methylene) bis(2,2-dimethylpropanoate) CC(C(=O)OCOC=1C(=C(C=C(C1)C(C)(CCCCCC)C)OCOC(C(C)(C)C)=O)CC=C(CCC=C(C)C)C)(C)C